CN(C(OC1=CC2=C(CN(C(O2)=O)C(C)C2=CC(=CC=C2)NS(NC)(=O)=O)C=C1)=O)C 3-(1-(3-((N-methylsulfamoyl)amino)phenyl)ethyl)-2-oxo-3,4-dihydro-2H-benzo[e][1,3]oxazin-7-yl dimethylcarbamate